C(C)(C)(C)C1(C(C(C1(C)C)OC1=CC(=C(C=C1)C#N)C(F)(F)F)(C)C)NC([O-])=O (t-butyl (1r,3r)-3-(4-cyano-3-(trifluoromethyl)phenoxy)-2,2,4,4-tetramethylcyclobutyl)carbamate